FC=1C=CC(=C2C=CC(NC12)=O)O 8-fluoro-5-hydroxy-2(1H)-quinolinone